(2R)-N-[5-(4-cyanophenoxy)thiazol-2-yl]-1-sulfamoyl-pyrrolidine-2-carboxamide C(#N)C1=CC=C(OC2=CN=C(S2)NC(=O)[C@@H]2N(CCC2)S(N)(=O)=O)C=C1